BrC=1C=C(C=C(C1OCCOC(C(=C)C)=O)Br)C(C)(C)C1=CC(=C(C(=C1)Br)OCCOC(C(=C)C)=O)Br 2,2-bis[3,5-dibromo-4-(methacryloyloxyethoxy)phenyl]Propane